3-(4-(((1S,4S)-4-(aminomethyl)cyclohexyl)(pentyl)amino)-1-oxoisoindolin-2-yl)piperidine-2,6-dione hydrochloride Cl.NCC1CCC(CC1)N(C1=C2CN(C(C2=CC=C1)=O)C1C(NC(CC1)=O)=O)CCCCC